3-[1-(methylamino)ethyl]pyridin-2-amine CNC(C)C=1C(=NC=CC1)N